(S)-4-chloro-N-(3-(1-((2-ethyl-2H-pyrazolo[3,4-b]pyrazin-6-yl)amino)ethyl)phenyl)-3-methylbenzamide ClC1=C(C=C(C(=O)NC2=CC(=CC=C2)[C@H](C)NC=2C=NC=3C(N2)=NN(C3)CC)C=C1)C